2-(3-isopentyloxy-carbonyl)propionyloxy-1,3-propanediol CCC(C)(C)OC(=O)C(C(=O)OC(CCO)O)C